N-(1-(hydroxymethyl)cyclopropyl)-2-methyl-5-(pyridin-2-ylmethoxy)benzofuran OCC1(CC1)N1C(C=CC=C1)COC=1C=CC2=C(C=C(O2)C)C1